C(C)OC(C(C[C@]1([C@@H](C=CC1=O)NC1=CC=C(C=C1)Cl)C1=CC=CC=C1)(F)F)=O 3-((1r,2r)-2-((4-chlorophenyl)amino)-5-oxo-1-phenylcyclopent-3-en-1-yl)-2,2-difluoropropionic acid ethyl ester